N-heptylethane-1,2-diamine C(CCCCCC)NCCN